tert-butyl 3-(3-(3-methoxyphenyl)imidazo[1,5-a]pyridin-1-yl)piperidine-1-carboxylate COC=1C=C(C=CC1)C1=NC(=C2N1C=CC=C2)C2CN(CCC2)C(=O)OC(C)(C)C